ClC1=C(C(=CC=C1)Cl)C(CC=1C=C2CC[C@H](C2=CC1)N1CCC(CC1)C(=O)O)=O (R)-1-(5-(2-(2,6-dichlorophenyl)-2-oxoethyl)-2,3-dihydro-1H-inden-1-yl)piperidine-4-carboxylic acid